2,3,5-trimethylcyclohexane CC1CCC(CC1C)C